5-[9-[4-(4-aminophenyl)piperazin-1-yl]-3-azaspiro[5.5]undecan-3-yl]-N-(2,6-dioxo-3-piperidyl)pyrazine-2-carboxamide NC1=CC=C(C=C1)N1CCN(CC1)C1CCC2(CCN(CC2)C=2N=CC(=NC2)C(=O)NC2C(NC(CC2)=O)=O)CC1